C(O)(O)=O.FC=C(F)F Trifluoro ethylene carbonate